2-[[5-bromanyl-2-chloranyl-4-[(4-methoxyphenyl)methoxy]pyrrolo[2,3-d]pyrimidin-7-yl]methoxy]ethyl-trimethyl-silane BrC1=CN(C=2N=C(N=C(C21)OCC2=CC=C(C=C2)OC)Cl)COCC[Si](C)(C)C